NCCC(C)([O-])N Aminoethyl-AminoEthanolate